N1(CCCC1)CCCCNC(OC(CCC\C=C/CCCCC)C(CCC\C=C/CCCCC)CCC\C=C/CCCCC)=O (6Z,16Z)-12-((Z)-Dec-4-en-1-yl)docosa-6,16-dien-11-yl (4-(pyrrolidin-1-yl)butyl)carbamate